NC(CC(=O)O)C1=CC(=CC=C1)CC1=CC=C(C=C1)Cl 3-amino-3-(3-(4-chlorobenzyl)phenyl)propionic acid